di(5-hexyloxy) ether CCCCC(C)OOOC(CCCC)C